5-[1-[6-(dimethylamino)pyridazin-3-yl]-3-(trifluoromethyl)pyrazol-4-yl]-1-methyl-imidazole-2-carboxamide CN(C1=CC=C(N=N1)N1N=C(C(=C1)C1=CN=C(N1C)C(=O)N)C(F)(F)F)C